2-[5-bromo-2-(3-chloro-2-pyridyl)pyrazol-3-yl]-8-chloro-6-(trifluoromethyl)-3,1-benzoxazin-4-one BrC=1C=C(N(N1)C1=NC=CC=C1Cl)C1=NC2=C(C(O1)=O)C=C(C=C2Cl)C(F)(F)F